CCCO[Si](OCC)(OCC)NC(C)C methyl-isopropylaminotriethoxysilane